CN(C)CC=1C=C2CN(CC2=CC1)C(=O)OC(C)(C)C tert-Butyl 5-((dimethylamino)methyl)isoindoline-2-carboxylate